anti-allicin C=CCS(SCC=C)=O